N1,N2-Dibenzoyl-N1,N2-bis(methylsulfonyl)oxalamide C(C1=CC=CC=C1)(=O)N(C(C(=O)N(S(=O)(=O)C)C(C1=CC=CC=C1)=O)=O)S(=O)(=O)C